CC(C[N+](C)(C)C)O.[I-] β-methylcholine iodide